5-fluoro-1H-pyrrolo[2,3-b]Pyridine-3-carboxylic acid FC=1C=C2C(=NC1)NC=C2C(=O)O